NC=1C=NC=CC1N1C(CN(CC1)C(=O)OC(C)(C)C)(C)C tert-butyl 4-(3-aminopyridin-4-yl)-3,3-dimethylpiperazine-1-carboxylate